CC1=CC=CC(=C1)C1=CC(=CC=C1)C 2,2'-dimethyl-4,4'-biphenyl